C(C)(=O)C=1C(OC2=CC(=CC=C2C1C)N1CCN(CC1)CC)=O 3-acetyl-7-(4-ethylpiperazin-1-yl)-4-methyl-2H-chromene-2-one